(S)-2-(1-(8-(1-methyl-4-piperazineacetoxy)octyloxy)-4-methyl-3-pentenyl)-1,4,5,8-tetramethoxynaphthalene CN1CCN(CC1)CC(=O)OCCCCCCCCO[C@@H](CC=C(C)C)C1=C(C2=C(C=CC(=C2C(=C1)OC)OC)OC)OC